C1(CC1)CC(C(CC1=CC(=C(C=C1)S(=O)(=O)N)F)C(C1=CC(=CC=C1)F)=O)=O 4-(4-cyclopropyl-2-(3-fluorobenzoyl)-3-oxobutyl)-2-fluorobenzenesulfonamide